CC1=C(C=CC(=C1)Cl)OC methyl-p-chloroanisole